5-(4-chlorobenzoyl)-2-hydroxy-3-methyl-N-[4-nitro-2-(trifluoromethyl)phenyl]-benzamide ClC1=CC=C(C(=O)C=2C=C(C(=C(C(=O)NC3=C(C=C(C=C3)[N+](=O)[O-])C(F)(F)F)C2)O)C)C=C1